(1-(2-chloro-5-((1-methyl-1H-pyrazol-4-yl)ethynyl)pyridin-4-yl)-4-fluoropiperidin-4-yl)-N,N-dimethylmethylamine ClC1=NC=C(C(=C1)N1CCC(CC1)(F)CN(C)C)C#CC=1C=NN(C1)C